CC1=CC=C(C=C1)S(=O)(=O)OC[C@@H]1[C@@H](CC1)COC(C(=O)O)C (((1R,2S)-2-((p-toluenesulfonyloxy)methyl)cyclobutyl)methoxy)propanoic acid